2-(2-(difluoromethoxy)-6-fluorophenyl)-4,4,5,5-tetramethyl-1,3,2-dioxaborolane FC(OC1=C(C(=CC=C1)F)B1OC(C(O1)(C)C)(C)C)F